octahydro-1H,4H-pyrido[1,6]naphthyridine-2(3H)-carboxylic acid tert-butyl ester C(C)(C)(C)OC(=O)C1NC2=C3C(NCC2CC1)NCCC3